C(C)(C)(C)OC(=O)NC(CC(=O)[O-])CC 3-((tert-butoxycarbonyl)amino)pentanoate